NCCOCCOC/C=C/C(=O)OC methyl (E)-4-[2-(2-aminoethoxy)ethoxy]but-2-enoate